FC1=CC=C(CN2C(N(C(C3=CC=C(C=C23)C(=O)NCC2=C(C=C(C=C2F)F)F)C)C)=O)C=C1 1-(4-fluorobenzyl)-3,4-dimethyl-2-oxo-N-(2,4,6-trifluorobenzyl)-1,2,3,4-tetrahydroquinazoline-7-carboxamide